ClC1=NC2=CC=C(C=C2C(=N1)NCC1(COC1)NC(OCC1=CC=C(C=C1)OC)=O)C=O 4-Methoxybenzyl (3-(((2-chloro-6-formylquinazolin-4-yl)amino)methyl)oxetan-3-yl)carbamate